(2S,3R,4R)-3,4-bis(benzyloxy)-2-(iodomethyl)-5-methoxyoxolane C(C1=CC=CC=C1)O[C@H]1[C@H](OC([C@@H]1OCC1=CC=CC=C1)OC)CI